FC1CN(CCC1(C)O)C1=NC=CC(=N1)NC=1C=C2C(=CN=C(C2=CN1)N1CC2(CCS2(=O)=O)C1)C(C)C 6-(6-((2-(3-fluoro-4-hydroxy-4-methylpiperidin-1-yl)pyrimidin-4-yl)amino)-4-isopropyl-2,7-naphthyridin-1-yl)-1-thia-6-azaspiro[3.3]heptane 1,1-dioxide